OC(CN1N=CC(=C1)C=1SC=C(N1)C(=O)N)CN1CCOCC1 2-(1-(2-hydroxy-3-morpholinopropyl)-1H-pyrazol-4-yl)thiazole-4-carboxamide